6-Chloro-1-(5-fluoro-2-methoxy-4-((4-methoxybenzyl)oxy)phenyl)-1H-pyrazolo[4,3-c]pyridine-3-carboxylic acid ClC1=CC2=C(C=N1)C(=NN2C2=C(C=C(C(=C2)F)OCC2=CC=C(C=C2)OC)OC)C(=O)O